OC1=C(C=CC=C1)C1=CC(=CN=N1)N1CCC(CC1)(C(=O)OC)C1=CC(=CC=C1)OC methyl 1-(6-(2-hydroxyphenyl)pyridazin-4-yl)-4-(3-methoxyphenyl)piperidine-4-carboxylate